ClC=1C(=NC=CC1)OC[C@@H]1N(CC[C@@H]1C)C(=O)OC(C)(C)C |r| rac-tert-butyl (2R,3S)-2-(((3-chloropyridin-2-yl)oxy)methyl)-3-methylpyrrolidine-1-carboxylate